2-(3-((5-((R)-1,2,3,4-tetrahydro-1,8-naphthyridin-2-yl)pentyl)oxy)azetidin-1-yl)-2-(1,3,3-trimethyl-2-oxoindolin-4-yl)acetic acid N1[C@@H](CCC2=CC=CN=C12)CCCCCOC1CN(C1)C(C(=O)O)C1=C2C(C(N(C2=CC=C1)C)=O)(C)C